OCC1=CC(=NO1)C1=CC=C(C=C1)C1=CC(=CC(=C1)N1N=NC(=C1)C1=CC=C(C=C1)C(F)(F)F)C(=O)OC Methyl 4'-(5-(hydroxymethyl)isoxazol-3-yl)-5-(4-(4-(trifluoromethyl)phenyl)-1H-1,2,3-triazol-1-yl)-[1,1'-biphenyl]-3-carboxylate